1,3-dioxoisoindolin-2-yl 4,4-difluoro-1-methoxycyclohexane-1-carboxylate FC1(CCC(CC1)(C(=O)ON1C(C2=CC=CC=C2C1=O)=O)OC)F